6-((R)-2-(3-fluorophenyl)pyrrolidin-1-yl)imidazo[1,2-b]pyridazin FC=1C=C(C=CC1)[C@@H]1N(CCC1)C=1C=CC=2N(N1)C=CN2